ClC1=C(CNC(C2=CN=C(C=C2)C2=C(C(=CC(=C2)C(=O)NC2CC2)F)C)=O)C=CC=C1 N-(2-chlorobenzyl)-6-{5-[(cyclopropylamino)carbonyl]-3-fluoro-2-methylphenyl}nicotinamide